ClC=1C=CC=2N(N1)C(=C(N2)C=2C=NC(=CC2)CC)C(=O)OCC Ethyl 6-chloro-2-(6-ethylpyridin-3-yl)imidazo[1,2-b]pyridazine-3-carboxylate